N(=[N+]=[N-])CCCN1[C@@H](CCC1)COC=1N=C(C2=C(N1)C(=C(N=C2)C2=CC(=CC1=CC=C(C(=C21)C#C)F)O)F)N2CCNCC2 (S)-4-(2-((1-(3-azidopropyl)pyrrolidin-2-yl)methoxy)-8-fluoro-4-(piperazin-1-yl)pyrido[4,3-d]pyrimidin-7-yl)-5-ethynyl-6-fluoronaphthalene-2-ol